(S)-2-amino-1-(3-hydroxy-2,6-dimethylphenyl)-5,6-dimethyl-1H-pyrrolo-[2,3-b]pyridine-3-carboxamide NC1=C(C=2C(=NC(=C(C2)C)C)N1C1=C(C(=CC=C1C)O)C)C(=O)N